acetoxy-13β-ethyl-17α-ethynyl-gon-4-en-3-one oxime C(C)(=O)OC1[C@H]([C@]2(CC[C@H]3[C@@H](CCC4=CC(CC[C@H]34)=NO)[C@@H]2C1)CC)C#C